N-{[5-chloro-6-(6-fluoro-3-pyridyl)-2-indolyl]methyl}acetamide ClC=1C=C2C=C(NC2=CC1C=1C=NC(=CC1)F)CNC(C)=O